(R)-4-(3H-[1,2,3]triazolo[4,5-b]pyridin-3-yl)-2-fluoro-N-(2-methylthieno[3,2-c]pyridin-4-yl)-N-(piperidin-3-yl)benzamide N1=NN(C2=NC=CC=C21)C2=CC(=C(C(=O)N([C@H]1CNCCC1)C1=NC=CC3=C1C=C(S3)C)C=C2)F